4,4'-(1H,1'H-[4,4'-biimidazole]-1,1'-diylbis{[3-(propane-2-yl)-1H-pyrazolo[3,4-b]pyridin-4,1-diyl]})bis(3-ethylbenzamide) N1(C=NC(=C1)C=1N=CN(C1)C1=C2C(=NC=C1)N(N=C2C(C)C)C2=C(C=C(C(=O)N)C=C2)CC)C2=C1C(=NC=C2)N(N=C1C(C)C)C1=C(C=C(C(=O)N)C=C1)CC